ClC1=CC=C(C=C1)NC=1C=C(C=CC1[C@@H](CC)N1CCOCC1)[C@H](CC(=O)O)CC (S)-3-(3-((4-chlorophenyl)amino)-4-((R)-1-morpholinopropyl)phenyl)pentanoic acid